lithium 6-(oxetan-3-yl)-2-naphthoate O1CC(C1)C=1C=C2C=CC(=CC2=CC1)C(=O)[O-].[Li+]